N[C@H](C(=O)O)CCS (S)-2-Amino-4-sulfanylbutanoic acid